trans-2,3-Octandiol CC(C(CCCCC)O)O